OC=1C=CC=2C3=CC=C(C=4C(=CC=C(C5=CC=C(C1C52)C(=O)O)C43)O)C(=O)O 3,9-dihydroxyperylene-4,10-dicarboxylic acid